OC1=C(C=CC(=C1)O)/C=C/C(=O)N1CCN(CC1)C(C1=CC=C(C=C1)O)=O (E)-3-(2,4-dihydroxyphenyl)-1-[4-(4-hydroxybenzoyl)piperazin-1-yl]prop-2-en-1-one